(6R)-17-Amino-12-[(6-tert-butyl-3-pyridyl)methyl]-6-hydroxy-6,15-bis(trifluoromethyl)-19-oxa-3,4,12,18-tetrazatricyclo[12.3.1.12,5]nonadeca-1(18),2,4,14,16-pentaen-13-one NC1=CC(=C2C(N(CCCCC[C@@](C3=NN=C(C1=N2)O3)(C(F)(F)F)O)CC=3C=NC(=CC3)C(C)(C)C)=O)C(F)(F)F